Z-9-octadecen-dioate C(CCCCCCC\C=C/CCCCCCCC(=O)[O-])(=O)[O-]